4-(methyl)-1,3-dioxan-2-one CC1OC(OCC1)=O